C1(CC1)C=1NC(=NN1)C1CC2(CN(C2)C(=O)N2CC3(C2)CN(C3)CC3=C(C(=O)NC)C=CC=C3)C1 2-[[2-[6-(5-cyclopropyl-4H-1,2,4-triazol-3-yl)-2-azaspiro[3.3]heptane-2-carbonyl]-2,6-diazaspiro[3.3]heptan-6-yl]methyl]-N-methyl-benzamide